BrC=1C(=CC=C2CN(C(C12)=O)C1C(NC(CC1)=O)=O)F 3-(7-bromo-6-fluoro-1-oxoisoindolin-2-yl)piperidine-2,6-dione